6-fluoro-5-methyl-1-tetrahydropyran-2-yl-indazol-4-amine FC=1C(=C(C=2C=NN(C2C1)C1OCCCC1)N)C